tin(IV) n-butoxide [O-]CCCC.[Sn+4].[O-]CCCC.[O-]CCCC.[O-]CCCC